ClC=1C=C2C(=NC=NC2=CC1B1OC(C(O1)(C)C)(C)C)N1[C@H](CN(CC1)C(=O)OC(C)(C)C)C tert-butyl (3S)-4-[6-chloro-7-(tetramethyl-1,3,2-dioxaborolan-2-yl)quinazolin-4-yl]-3-methylpiperazine-1-carboxylate